CN=S1(CCNCC2=C1C=CC=C2)=O 1-(methylimino)-2,3,4,5-tetrahydro-1H-1λ4-benzo[f][1,4]thiazepine-1-Oxide